[N+](=O)([O-])C1=CC=C(C=O)C=C1 4-nitro-benzaldehyde